BrC=1C=NN(C1)C1=NC=C(C#N)C(=C1)C 6-(4-bromo-1H-pyrazol-1-yl)4-methylnicotinonitrile